1,4-Diiodo-2,5-bis-(6-triisopropylsilylhexynyl)-benzene IC1=C(C=C(C(=C1)C#CCCCC[Si](C(C)C)(C(C)C)C(C)C)I)C#CCCCC[Si](C(C)C)(C(C)C)C(C)C